C1(CC1)C1=NN(C=C1C1=C(C=CC=C1)N(C)C)[C@@H]1C[C@H](C1)CNC=1C=C2C(N(C(C2=CC1)=O)C1C(NC(CC1)=O)=O)=O 5-(((trans-3-(3-Cyclopropyl-4-(2-(dimethylamino)phenyl)-1H-pyrazol-1-yl)cyclobutyl)methyl)amino)-2-(2,6-dioxopiperidin-3-yl)isoindoline-1,3-dione